2-bromo-1-(4-isopropenylphenyl)ethan-1-one BrCC(=O)C1=CC=C(C=C1)C(=C)C